C(#N)CC(=O)N1CCC(CC1)N1CC(C1)(CC#N)N1CCC(=CC1)C1=C2C(=NC(=C1)NC(=O)C1CC1)NC=C2 N-(4-(1-(1-(1-(2-cyanoacetyl)piperidin-4-yl)-3-(cyanomethyl)azetidin-3-yl)-1,2,3,6-tetrahydropyridin-4-yl)-1H-pyrrolo[2,3-b]pyridin-6-yl)cyclopropylcarboxamide